(S)-N-methyl-4-(3-(2-methyl-5-((5-(trifluoromethyl)pyridin-3-yl)carbamoyl)phenyl)pyrrolidin-1-yl)-5H-pyrrolo[3,2-d]pyrimidine-6-carboxamide CNC(=O)C1=CC=2N=CN=C(C2N1)N1C[C@@H](CC1)C1=C(C=CC(=C1)C(NC=1C=NC=C(C1)C(F)(F)F)=O)C